FC1=C(C=CC=C1)C1=CC=C(C=C1)C=1C=CC2=C(NC(=N2)C)C1 6-(2'-fluoro-[1,1'-Biphenyl]-4-yl)-2-Methyl-1H-benzo[d]Imidazol